1,3,5-trinitroso-1,3,5-triazinane N(=O)N1CN(CN(C1)N=O)N=O